6-bromo-2-(4-cyclopropyl-6-methoxypyrimidin-5-yl)-8-({4-[1-ethyl-4-(trifluoromethyl)imidazol-2-yl]phenyl}methyl)pyrido[2,3-d]pyrimidin-7-one BrC1=CC2=C(N=C(N=C2)C=2C(=NC=NC2OC)C2CC2)N(C1=O)CC1=CC=C(C=C1)C=1N(C=C(N1)C(F)(F)F)CC